3-mercaptobutane-2-ol SC(C(C)O)C